NC1=C2C(N(C=NC2=CC(=C1)C=1C=C(C=2N(C1)C=C(N2)C)C#N)C2CCNCC2)=O 6-[5-amino-4-oxo-3-(piperidin-4-yl)quinazolin-7-yl]-2-methylimidazo[1,2-a]pyridine-8-carbonitrile